(R)-N-(4-(chlorodifluoromethoxy)phenyl)-5-((2-cyano-3-fluorophenyl)amino)-6-(3-hydroxypyrrolidin-1-yl)nicotinamide ClC(OC1=CC=C(C=C1)NC(C1=CN=C(C(=C1)NC1=C(C(=CC=C1)F)C#N)N1C[C@@H](CC1)O)=O)(F)F